(2R,3R,11bR)-3-(2,2-Dimethylpropyl)-9-[(1-fluorocyclopropyl)methoxy]-10-methoxy-1H,2H,3H,4H,6H,7H,11bH-pyrido[2,1-a]isochinolin-2-ol CC(C[C@H]1[C@@H](C[C@H]2N(CCC3=CC(=C(C=C23)OC)OCC2(CC2)F)C1)O)(C)C